N-(5-(2-(7,8-dihydro-1,6-naphthyridin-6(5H)-yl)acetamido)-2-methylpyridin-3-yl)-7-(1-methyl-1H-pyrazol-4-yl)-[1,2,4]triazolo[4,3-a]pyridine-3-carboxamide N1=CC=CC=2CN(CCC12)CC(=O)NC=1C=C(C(=NC1)C)NC(=O)C1=NN=C2N1C=CC(=C2)C=2C=NN(C2)C